ON(C(C(CCCCCC\C=C/CCCCCCCC)CC)=O)O N,N-dihydroxyethyl-oleamide